C(C1=CN=CC=C1)N[C@@H](CCCCN)C(=O)O Nicotinyl-L-lysine